3-ethyl-2,4-hexanediol di-n-butylbenzoate C(CCC)C=1C(=C(C(=O)O)C=CC1)CCCC.C(C)C(C(C)O)C(CC)O